(5aS,6R,11bS)-14-(cyclopropylmethyl)-9-methyl-2,3,4,5,6,7-hexahydro-6,11b-(epiminoethano)naphtho[1,2-d]azepine C1(CC1)CN1CC[C@@]23CCNCC[C@@H]2[C@H]1CC1=CC(=CC=C13)C